FC(F)NC1=CC(=CC=C1)C1=NC=C(C=C1)C1OCCCO1 (difluoromethyl)-3-[5-(1,3-dioxan-2-yl)pyridin-2-yl]aniline